CC=1C(=NC=CC1)C#N methylpyridine-2-carbonitrile